C(C)(C)(C)N1C[C@@H]2CCC[C@H](C1)C2C2=CC(=NC=C2)Cl (1R,5S,9r)-3-(tert-butyl)-9-(2-chloropyridin-4-yl)-3-azabicyclo[3.3.1]nonan